C(C)(C)(C)OC(=O)NCCCN(CCCCCCCC(=O)OCCC(CCC)CCC)CCCCCCCC(OC(CCCCCC)CCCCCC)=O 3-propylhexyl 8-({3-[(tert-butoxycarbonyl)amino]propyl}[8-oxo-8-(tridecan-7-yloxy)octyl]amino)octanoate